N=N[C@@H](CCC(=O)[O-])C(=O)[O-] iminoglutamate